C(C)(C)(C)OC(=O)N1CC([C@@H](CC1)OCCO[Si](C)(C)C(C)(C)C)(F)F |r| rac-4-(2-(tert-butyldimethylsilyloxy)ethoxy)-3,3-difluoropiperidine-1-carboxylic acid tert-butyl ester